(E)-1-(3-cyclobutoxy-4-methoxy-styryl)-2,6-dimethylpyridin-4(1H)-one C1(CCC1)OC=1C=C(/C=C/N2C(=CC(C=C2C)=O)C)C=CC1OC